OCC1CCN(CC1)C1=NC=C(C=N1)C(=O)OC methyl 2-[4-(hydroxymethyl)-1-piperidyl]pyrimidine-5-carboxylate